p-Toluenediamine sulfate S(=O)(=O)(O)O.CC1(CC=C(C=C1)N)N